OC1=C(C=C(C(=C1)O)NC(N(C)C)=O)NC(N(C)C)=O 3,3'-(4,6-dihydroxy-1,3-phenylene)bis(1,1-dimethylurea)